N1(N=CC=C1)C1CCN(CC1)C(=O)C1=NC2=CC=C(C=C2C(=C1)C(=O)N1CCCCC1)OCC=1C=CC2=C(N=NS2)C1 (4-(1H-pyrazol-1-yl)piperidin-1-yl)(6-(benzo[d][1,2,3]thiadiazol-5-ylmethoxy)-4-(piperidine-1-carbonyl)quinolin-2-yl)methanone